C1(=CC=CC=C1)C=1C=NC(=NC1)NC=1C=C(C(=O)OC)C=CN1 methyl 2-((5-phenylpyrimidin-2-yl)amino)isonicotinate